C(C)N(CC)CC(CN1N=NC(=C1)CS(=O)C1=CC=C(C=C1)OC)C 1-[3-(N,N-diethylamino)-2-methyl-propyl]-4-[(4-methoxyphenyl)sulfinylmethyl]-1H-1,2,3-triazole